C(C)(C)(C)OC(CCC1=C(C2=C(NC(=N2)C(NC(=O)C=2C(=NOC2)C)C2CCCCCCC2)C=C1)F)=O 3-(2-{cyclooctyl-[(3-methylisoxazole-4-carbonyl)amino]methyl}-4-fluoro-1H-benzimidazol-5-yl)propionic acid tert-butyl ester